C12(CC3CC(CC(C1)C3)C2)NCCC2=CC=C(C(=O)NC3=CC(=CC=C3)NC3C(NC(CC3)=O)=O)C=C2 4-(2-((adamantan-1-yl)amino)ethyl)-N-(3-((2,6-dioxopiperidin-3-yl)amino)phenyl)benzamide